1,5,7-trimethyl-4-oxo-N-[rac-(3R,4S)-4-phenyltetrahydrofuran-3-yl]-4,5-dihydro-1H-pyrrolo[3,2-c]pyridine-3-carboxamide CN1C=C(C=2C(N(C=C(C21)C)C)=O)C(=O)N[C@H]2COC[C@H]2C2=CC=CC=C2 |r|